COC=1C=CC=2C=3N(C=NC2C1)N=C(N3)C=3C=NN(C3)C 8-methoxy-2-(1-methyl-1H-pyrazol-4-yl)[1,2,4]triazolo[1,5-c]quinazolin